(Z)-prop-1-en-1-ylbenzene C(=C/C)/C1=CC=CC=C1